tri(α-naphthyl)phosphine C1(=CC=CC2=CC=CC=C12)P(C1=CC=CC2=CC=CC=C12)C1=CC=CC2=CC=CC=C12